ClC=1C2=C(N=C(N1)C=1C(=NC=NC1OC)C1CC1)C(=CN2)CC2=CC=C(C=C2)C=2N(C=C(N2)C(F)(F)F)C 4-chloro-2-(4-cyclopropyl-6-methoxy-pyrimidin-5-yl)-7-[[4-[1-methyl-4-(trifluoromethyl)imidazol-2-yl]phenyl]methyl]-5H-pyrrolo[3,2-d]pyrimidine